Br[Zn][C@H]1C[C@@H](OCC1)C=1C=NN(C1)C1CC1 bromo-[(2R,4R)-2-(1-cyclopropylpyrazol-4-yl)tetrahydropyran-4-yl]zinc